tert-butyl 4-[6-[8-(3-fluorophenoxy)-2-methyl-imidazo[1,2-b]pyridazin-6-yl]-1-oxo-2-isoquinolyl]piperidine-1-carboxylate FC=1C=C(OC=2C=3N(N=C(C2)C=2C=C4C=CN(C(C4=CC2)=O)C2CCN(CC2)C(=O)OC(C)(C)C)C=C(N3)C)C=CC1